methyl 5-amino-3-cyano-1-methyl-1H-pyrrolo[2,3-b]pyridine-6-carboxylate NC=1C=C2C(=NC1C(=O)OC)N(C=C2C#N)C